6-benzyl-5-hydroxy-1,3-bis(4-fluorophenyl)-8-methylpyrido[2,3-d]pyrimidine-2,4,7(1H,3H,8H)-trione C(C1=CC=CC=C1)C1=C(C2=C(N(C(N(C2=O)C2=CC=C(C=C2)F)=O)C2=CC=C(C=C2)F)N(C1=O)C)O